C(C)OC(CCCCCCCCCCCCC)=O ethylmyristate